(R or S)-4-[[4-(2-fluoroethoxy)phenyl]-phenyl-methyl]piperidine FCCOC1=CC=C(C=C1)[C@H](C1CCNCC1)C1=CC=CC=C1 |o1:10|